4-(6-(4-amino-4-methylpiperidin-1-yl)pyridin-3-yl)-6-(1-methyl-1H-pyrazol-4-yl)pyrazolo[1,5-a]pyridine-3-carbonitrile hydrochloride Cl.NC1(CCN(CC1)C1=CC=C(C=N1)C=1C=2N(C=C(C1)C=1C=NN(C1)C)N=CC2C#N)C